ClC(C(=O)OC)=O methyl 2-chloro-2-oxo-acetate